CC1=C(C=C(C=C1)C1=CC=C(C=C1)CCN1CCN(CC1)C)NCCCNC(OC(C)(C)C)=O tert-Butyl (3-((4-methyl-4'-(2-(4-methylpiperazin-1-yl)ethyl)-[1,1'-biphenyl]-3-yl)amino)propyl)carbamate